(oxetanyl) methacrylate C(C(=C)C)(=O)OC1OCC1